[Cl-].O(C1=CC=CC=C1)CC1CC(CCC1)CC1=CC=C(C=C1)NC(=O)N1CC[NH2+]CC1 4-((4-((3-(phenoxymethyl)cyclohexyl)methyl)phenyl)carbamoyl)piperazin-1-ium chloride